ClC=1C=NC=2N(C1)N=C(C2C2=NC=1C(=NC=C(C1)C(F)(F)F)N2C)SCC 2-(6-chloro-2-(ethylthio)pyrazolo[1,5-a]pyrimidin-3-yl)-3-methyl-6-(trifluoromethyl)-3H-imidazo[4,5-b]pyridine